1-amino-pyrrolizidine NC1CCN2CCCC12